(±)-tert-butyl 3-(4-(methoxycarbonyl)phenyl)-4-oxopiperidine-1-carboxylate COC(=O)C1=CC=C(C=C1)[C@@H]1CN(CCC1=O)C(=O)OC(C)(C)C |r|